C(CCCCCCCCCCCCC)C1=C(SC=C1)C=1SC(=CC1)C=1SC=CC1CCCCCCCCCCCCCC 2,5-bis(3-tetradecylthiophene-2-yl)thiophene